NC=1C(=NC=C(N1)N1CCC(CC1)(C)NC(=O)OC(C)(C)C)SC=1C(=C(C=CC1)NC(C(=O)O)CC=O)Cl (3-((3-amino-5-(4-((tert-butoxycarbonyl)amino)-4-methylpiperidin-1-yl)pyrazin-2-yl)thio)-2-chlorophenyl)amino-4-oxobutanoic acid